N[C@@H](C(=O)OC)[C@H]1OB(OC1=O)[C@H](CC(C)C)NC([C@H]([C@@H](C)O)NC(C1=NC(=CC=C1)C1=CC=CC=C1)=O)=O methyl (R)-2-amino-2-((R)-2-((R)-1-((2S,3R)-3-hydroxy-2-(6-phenylpicolinamido) butanamido)-3-methylbutyl)-5-oxo-1,3,2-dioxaborolan-4-yl)acetate